C(C)(C)C1C(CC(CC1)C)C(COCC)(COCC)CCC(F)(Cl)Cl 2-(2-isopropyl-5-methylcyclohexyl)-2-(3,3-dichloro-3-fluoropropyl)-1,3-diethoxypropane